[OH-].[Mg+2].S(=O)(=O)(N)N.[OH-] sulfamide magnesium hydroxide